1-(3-(tert-butyl)benzyl)piperidin C(C)(C)(C)C=1C=C(CN2CCCCC2)C=CC1